(2-(4-(1-(2,3-dihydrobenzofuran-6-yl)ethyl)piperazin-1-yl)pyrimidin-5-yl)(ethyl)(imino)-λ6-sulfanone O1CCC2=C1C=C(C=C2)C(C)N2CCN(CC2)C2=NC=C(C=N2)S(=O)(=N)CC